FC1=C(C(=C(C(=C1F)F)F)F)S(=O)(=O)Cl 2,3,4,5,6-pentafluorobenzenesulfonyl chloride